(+/-)-α-amino-3-(4'-phenyl-5-phosphonomethyl-[1,1'-biphenyl]-3-yl)propanoic acid N[C@@H](C(=O)O)CC=1C=C(C=C(C1)CP(=O)(O)O)C1=CC=C(C=C1)C1=CC=CC=C1 |r|